C(C1=CC=CC=C1)O[C@H]1CN2C(NC(C3=CC(=C(C(=C23)SC1)C1=CC=C(C=C1)F)C(F)(F)F)=O)=O (S)-3-(benzyloxy)-11-(4-fluorophenyl)-10-(trifluoromethyl)-3,4-dihydro-2H,6H-[1,4]thiazepino[2,3,4-ij]quinazoline-6,8(7H)-dione